6-[(2,6-difluoro-4-pyridyl)amino]-N-(1-isopropylcyclobutyl)-3-methoxy-pyridine-2-carboxamide FC1=NC(=CC(=C1)NC1=CC=C(C(=N1)C(=O)NC1(CCC1)C(C)C)OC)F